(+)-2-(3-chloro-2-fluorophenyl)-2-({4-[(2-imino-2,3-dihydro-1,3-oxazol-3-yl)methyl]-1H-1,3-benzodiazol-2-yl}amino)propan-1-ol ClC=1C(=C(C=CC1)C(CO)(C)NC1=NC2=C(N1)C=CC=C2CN2C(OC=C2)=N)F